2-(furan-2-yl)-5-(3-((4-(thiazol-2-yl)piperazin-1-yl)methyl)piperidin-1-yl)-[1,2,4]triazolo[1,5-a][1,3,5]triazine-7-amine O1C(=CC=C1)C1=NN2C(N=C(N=C2N)N2CC(CCC2)CN2CCN(CC2)C=2SC=CN2)=N1